N2-(2,3-dihydrobenzofuran-3-ylmethyl)-6-(1-tetrahydropyran-2-ylindazol-6-yl)-1,3,5-triazine-2,4-diamine O1CC(C2=C1C=CC=C2)CNC2=NC(=NC(=N2)N)C2=CC=C1C=NN(C1=C2)C2OCCCC2